(3S,4R)-4-{(1S)-1-[5-bromo-3-fluoro-2-(trifluoromethyl)anilino]ethyl}-3-fluoropiperidine-1-carboxylic acid tert-butyl ester C(C)(C)(C)OC(=O)N1C[C@H]([C@H](CC1)[C@H](C)NC1=C(C(=CC(=C1)Br)F)C(F)(F)F)F